C(O[C@@H]1[C@H](CC1)NC(=O)C=1C=NN2C1N=C(C=C2NC([2H])([2H])[2H])NC=2C(N(C=CC2)N2C=CC=C2)=C=O)([2H])([2H])[2H] N-((1S,2S)-2-(methoxy-d3)cyclobutyl)-7-((methyl-d3)amino)-5-((2-carbonyl-1-(1H-pyrrol-1-yl)-1,2-dihydropyridin-3-yl)amino)pyrazolo[1,5-a]pyrimidine-3-carboxamide